FC(C1=C(C=CC=C1)CCCNC(C)C1=CC(=CC=C1)OC)(F)F N-(3-(2-(trifluoromethyl)phenyl)propyl)-1-(3-methoxyphenyl)ethylamine